N1(N=CC=C1)C=1C=NN2C1N=CC=C2 3-(1H-pyrazol-1-yl)pyrazolo[1,5-a]pyrimidine